CN1C(C(C2=CC=CC=C12)(C(C#C)C1=CC=CC=C1)C1=CC=CC=C1)=O 1-methyl-3-phenyl-3-(1-phenylprop-2-yn-1-yl)indolin-2-one